2-amino-6-(4-chloroanilino)purine NC1=NC(=C2NC=NC2=N1)NC1=CC=C(C=C1)Cl